6-[4-(3-hydroxypropoxy)-2-(methoxymethyloxy)-3-methylphenyl]-5-methyl-4,5-dihydro-2H-pyridazin-3-one OCCCOC1=C(C(=C(C=C1)C=1C(CC(NN1)=O)C)OCOC)C